FC1CS(=O)(=O)OC=CC1 2-fluoro-4-pentene-1,5-sultone